(3-methylbut-2-en-1-yl)furan CC(=CCC=1OC=CC1)C